P(=O)(O)(O)O.Br hydrogen bromide, phosphate salt